3-amino-N-(2-chloro-5-((1R,3R)-2,2-dichloro-3-(4-fluoro-3-(trifluoromethyl)phenyl)cyclopropane-1-carboxamido)phenyl)-2,4-difluorobenzamide NC=1C(=C(C(=O)NC2=C(C=CC(=C2)NC(=O)[C@@H]2C([C@H]2C2=CC(=C(C=C2)F)C(F)(F)F)(Cl)Cl)Cl)C=CC1F)F